ClC1=NC(=NC(=N1)Cl)Cl 2,4,6-trichloro-1,3,5-triazabenzene